IC=1C=C2C=CC(OC2=CC1OCOCCOC)(C)C 6-iodo-7-((2-methoxyethoxy)methoxy)-2,2-dimethyl-2H-chromene